acetic acid-(1R,3aS,3bS,7S,9aR,9bS,11aS)-1-[(1S)-1-formylethyl]-9a,11a-dimethyl-2,3,3a,3b,4,6,7,8,9,9a,9b,10,11,11a-tetradecahydro-1H-cyclopenta[1,2-i]phenanthrene-7-yl ester C(=O)[C@@H](C)[C@H]1CC[C@@H]2[C@@]1(CC[C@@H]1[C@]3(CC[C@@H](CC3=CC[C@@H]21)OC(C)=O)C)C